ClC(C(C)O)(C)[N+](=O)[O-] 3-chloro-3-nitro-2-butanol